C(=CCCCCCCCCCCCCCCCC)N1C(=C(C(C(=C1)O)=O)O)CC N-octadecenyl-2-ethyl-3,5-dihydroxypyridin-4-one